(3R,7R)-2-(4-chloro-3-(difluoromethoxy)benzoyl)-3,7-dimethyl-9-(1-(2-(prop-1-en-2-yl)pyrimidin-5-yl)ethyl)-1,2,3,4,8,9-hexahydropyrido[4',3':3,4]pyrazolo[1,5-a]pyrazin-10(7H)-one ClC1=C(C=C(C(=O)N2CC=3C(=NN4C3C(N(C[C@H]4C)C(C)C=4C=NC(=NC4)C(=C)C)=O)C[C@H]2C)C=C1)OC(F)F